6-((3,3-difluoro-4-methylpiperidin-1-yl)methyl)-2-(3-(3-((4-methyl-4H-1,2,4-triazol-3-yl)methyl)oxetan-3-yl)phenyl)-4-(trifluoromethyl)isoindolin-1-one FC1(CN(CCC1C)CC1=CC(=C2CN(C(C2=C1)=O)C1=CC(=CC=C1)C1(COC1)CC1=NN=CN1C)C(F)(F)F)F